3-hexenol acetate C(C)(=O)OCCC=CCC